4-((4-Fluorobenzyl)amino)tetrahydro-2H-thiopyran 1,1-dioxide FC1=CC=C(CNC2CCS(CC2)(=O)=O)C=C1